FC(C(C(C(C(C(C(C(F)(F)F)(F)F)(F)F)(F)F)(F)F)(F)F)(F)F)(F)F perfluoron-octane